NC1=CC(=NN1C(=O)OC(C)(C)C)C(C)(C)C Tert-butyl 5-amino-3-(tert-butyl)-1H-pyrazole-1-carboxylate